(E)-8-(2-((tert-butoxycarbonyl)imino)-4,4-diethyl-6-oxotetrahydropyrimidin-1(2H)-yl)-5,6,7,8-tetrahydronaphthalene-2-carboxylic acid C(C)(C)(C)OC(=O)\N=C/1\N(C(CC(N1)(CC)CC)=O)C1CCCC=2C=CC(=CC12)C(=O)O